ClC=1C(=NC(=NC1)NC1CCOCC1)C1=CC=C2CN(C(C2=C1)=O)[C@@H](C(=O)N[C@H](C)C1=CC(=CC=C1)OC)CO (2R)-2-(6-{5-chloro-2-[(oxan-4-yl)amino]pyrimidin-4-yl}-1-oxo-2,3-dihydro-1H-isoindol-2-yl)-3-hydroxy-N-[(1R)-1-(3-methoxyphenyl)ethyl]propanamide